C1C=NC=CC2=C1C=CC=C2 1H-Benzo[d]azepine